N-[3-Chloro-4-(difluoromethoxy)phenyl]-6-[(3S)-pyrrolidin-3-yl]oxy-pyrido[3,4-d]pyrimidin-4-amine ClC=1C=C(C=CC1OC(F)F)NC=1C2=C(N=CN1)C=NC(=C2)O[C@@H]2CNCC2